heptadecafluorodecyl iodide FC(C(C(C(C(C(C(F)(F)I)(F)F)(F)F)(F)F)(F)F)(F)F)(CCC(F)(F)F)F